FC(C(COC1CCC(CC1)N)(C)C)(F)F 4-(3,3,3-Trifluoro-2,2-dimethylpropoxy)cyclohexan-1-amine